NC=1C=NC=C(C1N1CCC(CC1)C(=O)N1CCN2CCC1CC2)Cl (1-(3-amino-5-chloropyridin-4-yl)piperidin-4-yl)(1,4-diazabicyclo[3.2.2]nonan-4-yl)methanone